F[C@@H]([C@H](C1=CC2=C(CCO2)C=C1F)N[S@](=O)C(C)(C)C)CC1C(NC(N(C1=O)C1CCOCC1)=O)=O (R)-N-((1S,2R)-2-fluoro-1-(5-fluoro-2,3-dihydrobenzofuran-6-yl)-3-(2,4,6-trioxo-1-(tetrahydro-2H-pyran-4-yl)hexahydropyrimidin-5-yl)propyl)-2-methylpropan-2-sulfinamide